ClC=1C=C(C(=O)OC)C=CC1C1NCCCC1 Methyl 3-chloro-4-(piperidin-2-yl)benzoate